CC1=C(C=CC=C1C)N1CCN(CC1)C(CN1N=C(C2=C1C[C@@H]1[C@H]2C1)C(=O)N1C[C@@H]([C@@H](CC1)O)F)=O 1-[4-(2,3-Dimethylphenyl)piperazin-1-yl]-2-{(3bR,4aR)-3-[(3S,4R)-3-fluoro-4-hydroxypiperidin-1-carbonyl]-3b,4,4a,5-tetrahydro-1H-cyclopropa[3,4]cyclopenta[1,2-c]pyrazol-1-yl}ethan-1-on